CC1=CC(=C(C=C1C)CC(=O)N)[N+](=O)[O-] (4,5-dimethyl-2-nitrophenyl)acetamide